ClC1=NC=C(C(=N1)NC1=CC=C(C(=O)NC2=CC=CC=C2)C=C1)F 4-[(2-chloro-5-fluoro-pyrimidin-4-yl)amino]-N-phenyl-benzamide